(4-Isopropylphenyl)(cyclobutyl)methylene(cyclopentadienyl)(2,7-di-tert-butylfluoren-9-yl)zirconium C(C)(C)C1=CC=C(C=C1)C(=[Zr](C1C2=CC(=CC=C2C=2C=CC(=CC12)C(C)(C)C)C(C)(C)C)C1C=CC=C1)C1CCC1